N1=C(C=CC=C1)C1=NNC(=NN1)C1=NC=CC=C1 3,6-di(pyridin-2-yl)-1,4-dihydro-1,2,4,5-tetrazine